CC1=C(C=CC(=O)O)C=CC=C1 2-methyl-cinnamic acid